4-(6-((2-fluoro-5-(methoxy(methyl)carbamoyl)benzyl)oxy)pyridin-2-yl)piperidine-1-carboxylic acid tert-butyl ester C(C)(C)(C)OC(=O)N1CCC(CC1)C1=NC(=CC=C1)OCC1=C(C=CC(=C1)C(N(C)OC)=O)F